1-[2-[bis(2-hydroxyethyl)amino]ethyl]pyrrolidin-2-one OCCN(CCN1C(CCC1)=O)CCO